NC(C(=O)NCCCC(=O)OC\C=C/CCCCCC)CCC(NCCCCCCCCCCCCCC)=O [(Z)-non-2-enyl] 4-[[2-amino-5-oxo-5-(tetradecylamino)pentanoyl]amino]butanoate